NC1=C2C(=NC=N1)N(N=C2C2=CC(=C(C=C2)OCC)F)C(C)C=2OC1=CC=CC=C1C(C2C2=CC(=CC=C2)F)=O 2-(1-(4-Amino-3-(4-ethoxy-3-fluorophenyl)-1H-pyrazolo[3,4-d]pyrimidin-1-yl)ethyl)-3-(3-Fluorophenyl)-4H-chromen-4-one